ClC1=CC(=C(COC2=NC=3CNCCC3C=C2I)C(=C1)F)F 2-((4-chloro-2,6-difluorobenzyl)oxy)-3-iodo-5,6,7,8-tetrahydro-1,7-naphthyridine